[Br-].C(C=C)N1C=NC=C1 3-allyl-imidazole bromide